N-[[(1S,3R)-3-[[5-[3-(3-methoxyazetidin-1-yl)-6-oxo-pyridazin-1-yl]-2-pyridyl]amino]cyclopentyl]methyl]-3-methylisoxazole-5-carboxamide COC1CN(C1)C1=NN(C(C=C1)=O)C=1C=CC(=NC1)N[C@H]1C[C@H](CC1)CNC(=O)C1=CC(=NO1)C